2-[2-[2-[2-[(2S)-2,3-bis[8-(1-octylnonoxy)-8-oxo-octoxy] propoxy] ethoxy]ethoxy] ethoxy]ethyl 1-methylpiperidine-4-carboxylate CN1CCC(CC1)C(=O)OCCOCCOCCOCCOC[C@H](COCCCCCCCC(OC(CCCCCCCC)CCCCCCCC)=O)OCCCCCCCC(=O)OC(CCCCCCCC)CCCCCCCC